CC1=NN(C2=C3C(=C(C=C12)O)C=CC=C3)C3=CC=NC=C3 3-methyl-1-(pyridin-4-yl)-1H-benzo[g]indazol-5-ol